4-(2-(4-((4-Fluorobenzyl)oxy)phenyl)imidazo[1,2-a]pyrimidin-3-yl)pyridin-2-amine FC1=CC=C(COC2=CC=C(C=C2)C=2N=C3N(C=CC=N3)C2C2=CC(=NC=C2)N)C=C1